C(C)(C)(C)C1CCN(CC1)C(=O)C1(CCCC1)NC=1OC=C(N1)C#N 2-((1-(4-(tert-butyl)piperidine-1-carbonyl)cyclopentyl)amino)oxazole-4-carbonitrile